(6R,9S)-1-amino-N-(3,4-dichlorophenyl)-6,7,8,9-tetrahydro-5H-6,9-epiminocyclohepta[c]-pyridine-10-carboxamide NC1=NC=CC2=C1[C@@H]1CC[C@H](C2)N1C(=O)NC1=CC(=C(C=C1)Cl)Cl